1-(3-(2,3-dihydro-1H-pyrido[2,3-b][1,4]oxazin-7-yl)-6-(3-methoxypropyl)pyrazin-2-yl)piperidine-4-carboxylic acid N1C2=C(OCC1)N=CC(=C2)C=2C(=NC(=CN2)CCCOC)N2CCC(CC2)C(=O)O